CC(C(=O)O)CCCC(CCCCCCCCCCCCC)C 2,6-dimethyl-nonadecanoic acid